O1[C@H](CCCC1)COS(=O)(=O)C1=CC=C(C=C1)C (R)-4-Methylbenzenesulfonic acid Oxan-2-ylmethyl ester